4-Benzyl-3,4-dihydro-2H-benzo[b][1,4]thiazin-6-yl-3-(1H-indol-6-yl)urea C(C1=CC=CC=C1)N1C2=C(SCC1)C=CC(=C2)NC(=O)NC2=CC=C1C=CNC1=C2